(R)-4-(3-(4-methoxybenzyl)ureido)-N-(1-(3-methylpyridin-2-yl)ethyl)benzamide COC1=CC=C(CNC(NC2=CC=C(C(=O)N[C@H](C)C3=NC=CC=C3C)C=C2)=O)C=C1